4-(5-(2,6-dimethylphenoxy)-2-(2-fluoroethyl)-2H-indazol-6-yl)-N-ethyl-6-methyl-7-oxo-6,7-dihydro-1H-pyrrolo[2,3-c]pyridine-2-carboxamide CC1=C(OC2=CC3=CN(N=C3C=C2C=2C3=C(C(N(C2)C)=O)NC(=C3)C(=O)NCC)CCF)C(=CC=C1)C